C(C)(C)/C(/C(=O)[O-])=C/C(=O)[O-] 2-isopropylmaleate